ClC=1C=CC(=C(C1)C1=CC(=CN=N1)NC1=CC=NC2=CC(=CC=C12)OC(=O)N1CCN(CC1)C1CCN(CC1)C)F 4-{[6-(5-chloro-2-fluorophenyl)pyridazin-4-yl]amino}quinolin-7-yl-4-(1-methylpiperidin-4-yl)piperazine-1-carboxylate